eicosanedioic acid mono-tertiary butyl ester C(C)(C)(C)OC(CCCCCCCCCCCCCCCCCCC(=O)O)=O